4-bromo-2-fluoro-phenol BrC1=CC(=C(C=C1)O)F